OC=1C(=CC2=C(OCO2)C1)C(=O)O 6-hydroxybenzo[d][1,3]dioxole-5-carboxylic acid